sodium pyrrolidinyl dithioformate C(=S)SN1CCCC1.[Na]